[Si](C)(C)(C(C)(C)C)O[C@H]1[C@@H](CCCC1)NC1=CC(=C(C=C1)F)F |r| rac-N-((1R,2R)-2-((tert-butyldimethylsilyl)oxy)cyclohexyl)-3,4-difluoroaniline